(S)-1-methoxypropan-2-ol COC[C@H](C)O